3-(6-amino-5-carbamoyl-4'-sulfamoyl-[1,1'-biphenyl]-3-yl)prop-2-yn-1-ylpyridinic acid NC1=C(C=C(C=C1C1=CC=C(C=C1)S(N)(=O)=O)C#CCC=1C(=NC=CC1)C(=O)O)C(N)=O